[N+](=O)([O-])[O-].C(CCC)[PH3+] n-butyl-phosphonium nitrate